N-(1,3-dimethylbutyl)-N'-phenyl-p-phenylene-diamine CC(CC(C)C)NC1=CC=C(C=C1)NC1=CC=CC=C1